2,4-dimethylthiophenol sodium salt [Na].CC1=C(C=CC(=C1)C)S